N-(bicyclo[1.1.1]pent-1-yl)-6-(4-fluorophenyl)-4-hydroxy-1-(2-(4-methylpiperazin-1-yl)ethyl)-2-oxo-1,2-dihydro-1,8-naphthyridine-3-carboxamide C12(CC(C1)C2)NC(=O)C=2C(N(C1=NC=C(C=C1C2O)C2=CC=C(C=C2)F)CCN2CCN(CC2)C)=O